N-(1-(3,4-dichlorobenzyl)-2,3-diketoindol-5-yl)-4-fluorobenzamide ClC=1C=C(CN2C(C(C3=CC(=CC=C23)NC(C2=CC=C(C=C2)F)=O)=O)=O)C=CC1Cl